CC(CC1=CC=CC=C1)NC(C#N)C1=CC=CC=C1 2-(α-methylphenethylamino)-2-phenylacetonitrile